7-(6-(1-(2-methoxy-1-phenylethyl)-1H-pyrazol-4-yl)pyridin-2-yl)-[1,2,4]triazolo[1,5-a]pyridin-2-amine COCC(C1=CC=CC=C1)N1N=CC(=C1)C1=CC=CC(=N1)C1=CC=2N(C=C1)N=C(N2)N